C(CCC)OC(=O)C1=C(C(C=C2OC3=CC=CC(=C3N=C12)CO)=O)N 2-amino-9-hydroxymethyl-3-oxo-3H-phenoxazine-1-carboxylic acid n-butyl ester